ClC=1C(=C(NC=2C3=C(N=CN2)C=CC(=N3)N3[C@@H]2CN([C@H](C3)C2)C(=O)OC(C)(C)C)C=CC1OCC)F tert-butyl (1S,4S)-5-[4-(3-chloro-4-ethoxy-2-fluoro-anilino)pyrido[3,2-d]pyrimidin-6-yl]-2,5-diazabicyclo[2.2.1]heptane-2-carboxylate